N-(5-chloro-1,3-benzodioxol-4-yl)-7-[2-(4-methyl-1-piperazinyl)ethoxy]-5-[(tetrahydro-2H-pyran-4-yl)oxy]-4-quinazolinamine ClC1=C(C2=C(OCO2)C=C1)NC1=NC=NC2=CC(=CC(=C12)OC1CCOCC1)OCCN1CCN(CC1)C